NC1=NC=C(C=C1C1=NC=C(C=C1)C(=O)N(C)C)C1=CC=NC2=CC=CC(=C12)C#N 2'-amino-5'-(5-cyanoquinolin-4-yl)-N,N-dimethyl-[2,3'-bipyridine]-5-carboxamide